(R)-8-(1-acryloyl-3-piperidinyl)-6-cyclohexyl-2-((2-methoxy-4-(4-methyl-1-piperazinyl)phenyl)amino)-7(8H)pteridinone C(C=C)(=O)N1C[C@@H](CCC1)N1C(C(=NC=2C=NC(=NC12)NC1=C(C=C(C=C1)N1CCN(CC1)C)OC)C1CCCCC1)=O